ClC1=CC=2C(=NC=CC2CN2CCCC2)N1C1CN(C1)C chloro-1-(1-methylazetidin-3-yl)-4-(pyrrolidin-1-ylmethyl)-1H-pyrrolo[2,3-b]pyridine